N[C@@H](CCC(C(F)(F)F)(C)C)C=1N=C2N(N=CC(=C2)CN2C[C@H]3C([C@H]3CNC2=O)(F)F)C1 |o1:22,24| (1S*,7R*)-3-((2-((S)-1-amino-5,5,5-trifluoro-4,4-dimethylpentyl)imidazo[1,2-b]pyridazin-7-yl)methyl)-8,8-difluoro-3,5-diazabicyclo[5.1.0]octan-4-one